OC1=C(C(=CC(=C1)OC)OC)C(\C=C\C1=C(C=CC=C1)OC)=O (E)-1-(2-hydroxy-4,6-dimethoxyphenyl)-3-(2-methoxyphenyl)prop-2-en-1-one